CN1C(=NC=2NC(NC(C12)=O)=O)C1=CC(=C(C=C1)OC1=CC=C(C=C1)OC(F)(F)F)OC(F)(F)F 7-methyl-8-(3-(trifluoromethoxy)-4-(4-(trifluoromethoxy)phenoxy)phenyl)-3,7-dihydro-1H-purine-2,6-dione